N1CCC(CC1)N1C(NC2=C1C=CC(=C2)C(F)(F)F)=O 1-(piperidin-4-yl)-5-(trifluoromethyl)-1H-benzo[d]imidazol-2(3H)-one